CCCCC(CC)O 1-methyl-4-n-hexanol